ClC=1C=C2C(=CNC2=C(C1)Cl)CCCNS(=O)(=O)C1=CC=C(C=C1)OCCCN1CCNCC1 N-(3-(5,7-dichloro-1H-indol-3-yl)propyl)-4-(3-(piperazin-1-yl)propoxy)benzenesulfonamide